C1=C2C3=CC=4C(=CC3=NC2=CC=C1)N=C1C=CC=CC14 Indolo[2,3-b]carbazole